C[C@@H]1N(CC1)C=1N=C(C2=C(N1)CCC2)C=2C=C1C=CN=C(C1=CC2)N 6-[2-[(2S)-2-methylazetidin-1-yl]-6,7-dihydro-5H-cyclopenta[d]pyrimidin-4-yl]isoquinolin-1-amine